(2R)-2-amino-3-phenyl-propanoic acid N[C@@H](C(=O)O)CC1=CC=CC=C1